C(C)(=O)C1CN(CCC1=O)CCC1=C(SC(=C1)Cl)Cl 3-acetyl-1-[2-(2,5-dichlorothiophen-3-yl)ethyl]piperidin-4-one